(S)-2-(4-(4-isopropylpyrazolo[1,5-a]pyridin-2-yl)-1,4,6,7-tetrahydro-5H-imidazo[4,5-c]pyridin-5-yl)-5-(pyrazin-2-yl)-1,3,4-oxadiazole C(C)(C)C=1C=2N(C=CC1)N=C(C2)[C@H]2N(CCC1=C2N=CN1)C=1OC(=NN1)C1=NC=CN=C1